BrCCOC1=C(C=O)C=CC(=C1)C(F)(F)F 2-(2-bromoethoxy)-4-(trifluoromethyl)benzaldehyde